C(C)C1(CC1)C1=NN=C2N1C(=C(NC2=O)C)C 3-(1-Ethylcyclopropyl)-5,6-dimethyl-7H-[1,2,4]triazolo[4,3-a]pyrazin-8-one